ClCC1=CC=C(C=C1)CN1\C(\C(C2=CC=CC=C12)(C)C)=C/C=C/C=C/C1=[N+](C2=CC=CC=C2C1(C)C)C (2Z)-1-[[4-(chloromethyl)phenyl]methyl]-3,3-dimethyl-2-[(2E,4E)-5-(1,3,3-trimethylindol-1-ium-2-yl)penta-2,4-dienylidene]indole